3-bromo-2-methyl-4-[[4-(trifluoromethyl)phenyl]methyl]thieno[3,2-b]pyrrole BrC1=C(SC2=C1N(C=C2)CC2=CC=C(C=C2)C(F)(F)F)C